NCCC(=O)NC1C2CC(CC1CC2)N2C=CC1=CC=CC(=C21)C N-(8-(3-aminopropanamido)bicyclo[3.2.1]octan-3-yl)-7-methyl-1H-indole